P(=O)(O)(O)OC[C@@H]1[C@@H]([C@@H]([C@H](C(O)O1)N)O)O galactosamine 6-phosphate